C(C)OC=1SC(=NN1)S 2-ethoxy-5-mercapto-1,3,4-thiadiazole